methyl 2-[(3-amino-2-oxo-1-pyridyl)methyl]-5-fluoro-indole-1-carboxylate NC=1C(N(C=CC1)CC=1N(C2=CC=C(C=C2C1)F)C(=O)OC)=O